CCCCCCC/C=C\CCCCCCCC(=O)O[C@H](COC(=O)CCCC/C=C\C/C=C\C/C=C\C/C=C\CC)COP(=O)(O)OC[C@H](CO)O 1-(6Z,9Z,12Z,15Z-octadecatetraenoyl)-2-(9Z-heptadecenoyl)-glycero-3-phospho-(1'-sn-glycerol)